FC=1C=C(C=CC1CC)N1C(=NC2=CC=CC=C2C1=O)C=1C=NC=CC1 3-(3-Fluoro-4-Ethylphenyl)-2-(Pyridine-3-yl)Quinazolin-4(3H)-One